7-deaza-2'-deoxyadenosine-5'-triphosphate P(O)(=O)(OP(=O)(O)OP(=O)(O)O)OC[C@@H]1[C@H](C[C@@H](O1)N1C=CC=2C(N)=NC=NC12)O